3-[3-(4-methoxyphenyl)-1-oxo-2-propen-1-yl]-4-phenyl-2(1H)-quinolinone COC1=CC=C(C=C1)C=CC(=O)C=1C(NC2=CC=CC=C2C1C1=CC=CC=C1)=O